C(C=C)(=O)N1CCC(CC1)[O-] 1-acryloylpiperidin-4-olate